ClC=1C=C(C=CC1Cl)C#CC(C)NC(=O)N1CCC(CC1)=O N-(4-(3,4-dichlorophenyl)3-butyn-2-yl)-4-oxopiperidine-1-carboxamide